C1(=CC=CC=C1)S(=O)O.C1(=CC=CC=C1)S(=O)O.[Zn] zinc bis(benzenesulfinic acid)